CN1CC2N(C3=C(C=C(C=C3CC2)C=2C=C3C(=NC2)NC=C3C3=CC=C(C(=O)N(C)C)C=C3)C)CC1 4-(5-(3,10-dimethyl-2,3,4,4a,5,6-hexahydro-1H-pyrazino[1,2-a]quinolin-8-yl)-1H-pyrrolo[2,3-b]pyridin-3-yl)-N,N-dimethylbenzamide